C(C1=CC=CC=C1)(C1=CC=CC=C1)N1CC(C1)/C(=N/O)/N (Z)-1-benzhydryl-N'-hydroxyazetidine-3-carboxamidine